2-(4-chlorosulfonyl-phenyl)ethyl-trichlorosilane di-tert-butyl-(2S,3R)-3-ethylpyrrolidine-1,2-dicarboxylate C(C)(C)(C)OC(=O)N1[C@@H]([C@@H](CC1)CC)C(=O)OC(C)(C)C.ClS(=O)(=O)C1=CC=C(C=C1)CC[Si](Cl)(Cl)Cl